N-methyl-1',2',3',6'-tetrahydro-[3,4'-bipyridine]-6-carboxamide CNC(=O)C1=CC=C(C=N1)C=1CCNCC1